s-undecanol C(C)(CCCCCCCCC)O